5-((1R)-((((S)-1-cyclopropoxy-1-oxopropan-2-yl)amino)(phenoxy)phosphoryl)fluoromethyl)benzo[b]thiophene-2-carboxylic acid C1(CC1)OC([C@H](C)NP(=O)(OC1=CC=CC=C1)[C@H](C1=CC2=C(SC(=C2)C(=O)O)C=C1)F)=O